6-(4-cyclopropyl-6-methoxy-pyrimidin-5-yl)-7-fluoro-1-[[4-[1-isopropyl-4-(trifluoromethyl)imidazol-2-yl]phenyl]methyl]-3H-isothiazolo[4,3-c]pyridine 2,2-dioxide C1(CC1)C1=NC=NC(=C1C1=C(C2=C(C=N1)CS(N2CC2=CC=C(C=C2)C=2N(C=C(N2)C(F)(F)F)C(C)C)(=O)=O)F)OC